C(#N)C1=C(N)C(=CC(=C1)[N+](=O)[O-])[N+](=O)[O-] 2-cyano-4,6-dinitroaniline